1-(4-Bicyclo[2.2.1]hept-5-en-2-ylhexyl)-3,4-dimethyl-1H-pyrrole-2,5-dione C12C(CC(C=C1)C2)C(CCCN2C(C(=C(C2=O)C)C)=O)CC